tert-butyl 4-(4-(6-carbamoyl imidazo[1,2-b]pyridazin-7-yl) phenyl)-piperazine-1-carboxylate C(N)(=O)C=1C(=CC=2N(N1)C=CN2)C2=CC=C(C=C2)N2CCN(CC2)C(=O)OC(C)(C)C